1-(5-Bromo-3-pyridyl)-N-[(1R)-1-[3-(1,1-difluoro-2-hydroxy-ethyl)-2-fluorophenyl]ethyl]-6-oxo-pyridazine-3-carboxamide BrC=1C=C(C=NC1)N1N=C(C=CC1=O)C(=O)N[C@H](C)C1=C(C(=CC=C1)C(CO)(F)F)F